FC(C(=C(C(C(F)(F)F)(F)F)F)F)F 1,1,2,3,4,4,5,5,5-nonafluoro-2-pentene